NC=1C(N(C=CC1)C1=NC=CC=N1)=O 3-amino-1-(2-pyrimidinyl)-2(1H)-pyridinone